COC(C(=O)C=1N(C=CN1)C(C1=CC=CC=C1)(C1=CC=CC=C1)C1=CC=CC=C1)C 2-methoxy-1-(1-(triphenylmethyl)-1H-imidazol-2-yl)propan-1-one